5-phenyl-N-methylindole C1(=CC=CC=C1)C=1C=C2C=CN(C2=CC1)C